[Cl-].OCC[N+](C)(CCCCCCCCCCCCCCCCCC)CCO N,N-bis(2-hydroxyethyl)-N-stearyl-N-methylammonium chloride